CC(C(=O)OCCC)(C)C Propyl 2,2-dimethylpropionate